Pyrazolo[4,3-b]Indole-7-carboxylic acid N1=NC=C2N=C3C=CC(=CC3=C21)C(=O)O